9-[4-chloro-3-(trifluoromethyl)phenyl]-3,4-dihydropyrido[2,1-c][1,2,4]thiadiazine 2,2-dioxide ClC1=C(C=C(C=C1)C1=CC=CN2C1=NS(CC2)(=O)=O)C(F)(F)F